CC1=C(C(=CC(=C1)C)C)N1C(N(CC1)C1=C(C=C(C=C1C)C)C)=[Ru-4](=CC1=C(C=CC(=C1)S(=O)(=O)N(C)C)OC(C)C)(Cl)Cl 1,3-bis(2,4,6-trimethylphenyl)-4,5-dihydroimidazol-2-ylidene[2-isopropoxy-5-(N,N-dimethylaminosulfonyl)phenyl]methyleneruthenium (II) dichloride